(5-chloro-2-oxo-1,3-benzoxazol-3(2H)-yl)acetic acid ClC=1C=CC2=C(N(C(O2)=O)CC(=O)O)C1